C1(CCCC1)C1=NC=C(C(=N1)OC1=C(C=CC=C1)O)C(=O)NC(C)C=CS(=O)(=O)C 2-cyclopentyl-4-(2-hydroxyphenoxy)-N-(4-(methylsulfonyl)but-3-en-2-yl)pyrimidine-5-carboxamide